4-methoxy-7-(1-methyl-6-oxo-1,6-dihydropyridin-3-yl)-N-(3-(methylamino)-3-oxopropyl)-N-(1-(pyridin-2-yl)piperidin-4-yl)benzo[b]thiophene-2-carboxamide COC1=CC=C(C=2SC(=CC21)C(=O)N(C2CCN(CC2)C2=NC=CC=C2)CCC(=O)NC)C2=CN(C(C=C2)=O)C